NC1=CC=2C(C3=CC(=CC=C3C2C=C1)N)CO 2,7-diamino-9-fluorenylmethanol